3-chloro-5-((1-(4-(isobutyryloxy)phenyl)-4-methoxy-3-oxobutan-2-ylimino)methyl)phenyl 3-methylbenzoate CC=1C=C(C(=O)OC2=CC(=CC(=C2)C=NC(CC2=CC=C(C=C2)OC(C(C)C)=O)C(COC)=O)Cl)C=CC1